OCCN1CCN(CC1)C(=O)C1=NN(C=C1)C1=C(C#N)C=CC=C1 2-(3-(4-(2-hydroxyethyl)piperazine-1-carbonyl)-1H-pyrazol-1-yl)benzonitrile